10-Fluoro-1H,2H,3H,4H,6H,7H,12H,12bH-indolo[2,3-a]quinolizin-4-one FC1=CC=C2C(=C1)NC1=C2CCN2C(CCCC12)=O